N1(CCNCC1)C1=NC=CC(=N1)C=1N=C(C2=C(N1)C=CC=N2)N2CCOCC2 4-[2-(2-piperazin-1-ylpyrimidin-4-yl)pyrido[3,2-d]pyrimidin-4-yl]morpholine